CC=1C(=NC(=NC1)NC1=CC=C(C=C1)N1CCN(CC1)C)NC1=CC=2CCCCC2C=C1 5-Methyl-N2-(4-(4-methylpiperazin-1-yl)phenyl)-N4-(5,6,7,8-tetrahydronaphthalen-2-yl)-pyrimidine-2,4-Diamine